OCC1CN(CCC1NC(=O)C1=CC(=CC=2N(C=NC21)CC(F)(F)F)C#CCNC=2C(OC)=CC=C(C2)S(=O)(=O)C)C N-[3-(hydroxymethyl)-1-methyl-4-piperidyl]-6-[3-(4-mesyl-2-anisidino)-1-propynyl]-1-(2,2,2-trifluoroethyl)-1H-1,3-benzimidazole-4-carboxamide